CC(C(=O)N(CC)C1=CC2=C(OC(O2)(F)F)C=C1)N1N=C(C2=C(C1=O)C=CO2)C2=CC(=CC(=C2)O)C#N methyl-2-(7-(3-cyano-5-hydroxyphenyl)-4-oxofuro[2,3-d]pyridazin-5(4H)-yl)-N-(2,2-difluorobenzo[d][1,3]dioxol-5-yl)-N-ethylacetamide